C(#N)[C@@]1(CC12CC2)C=2C=C1C=C(N=CC1=CC2)NC(=O)[C@@H]2[C@H](C2)C=2C=NN(C2)C (1S,2S)-N-(6-((R)-1-cyanospiro[2.2]pentan-1-yl)isoquinolin-3-yl)-2-(1-methyl-1H-pyrazol-4-yl)cyclopropane-1-carboxamide